NCCCCN(CCCCCC(=O)OCC(CCCCCCCC)CCCCCCCC)CCCO 2-octyldecyl 6-((4-aminobutyl)(3-hydroxypropyl)amino)hexanoate